CC(C=O)(CCC)C1=CC=CC=C1 methyl-phenyl-valeraldehyde